tert-butyl 1-(methoxymethyl)-3-oxo-5-(trifluoromethyl)isoindoline-2-carboxylate COCC1N(C(C2=CC(=CC=C12)C(F)(F)F)=O)C(=O)OC(C)(C)C